(1R,3S,4R)-2-((3-chloro-2-methylphenyl)glycyl)-5,5-difluoro-N-((S,E)-4-fluoro-4-(methylsulfonyl)-1-((S)-2-oxopyrrolidin-3-yl)but-3-en-2-yl)-2-azabicyclo[2.2.2]octane-3-carboxamide ClC=1C(=C(C=CC1)NCC(=O)N1[C@H]2CC([C@@H]([C@H]1C(=O)N[C@@H](C[C@H]1C(NCC1)=O)\C=C(\S(=O)(=O)C)/F)CC2)(F)F)C